C1(=CC=CC=C1)C=1N=CC(=NC1)CO (5-phenylpyrazin-2-yl)methanol